C(#N)C1=CNC2=C(C=CC(=C12)C)NS(=O)(=O)C=1C=NN(C1)CC N-(3-Cyano-4-methyl-1H-indol-7-yl)-1-ethyl-pyrazol-4-sulfonamid